CN(C/C=C/C(=O)N1C2CN(CC1C2)C(=O)C=2SC(=CC2)C(C)C)C (E)-4-(dimethylamino)-1-(3-(5-isopropylthiophene-2-carbonyl)-3,6-diazabicyclo[3.1.1]heptan-6-yl)but-2-en-1-one